(S)-N-(1-(4-cyano-2-(4-fluorophenyl)oxazol-5-yl)-7-(oxazol-2-yl)-7-oxoheptyl)thiazole-5-carboxamide C(#N)C=1N=C(OC1[C@H](CCCCCC(=O)C=1OC=CN1)NC(=O)C1=CN=CS1)C1=CC=C(C=C1)F